[I-].C(C)(C)(C)[NH3+] tertbutyl-ammonium iodide